[13CH2]([13CH2][13C](=O)N)[13C@@H]([13C](=O)O)N L-glutamine-13C5